C(C)N1N=C2C(=NN(C(C2=C1)=O)CC(=O)O)C(C)C 2-(2-ethyl-7-isopropyl-4-oxo-pyrazolo[3,4-d]pyridazin-5-yl)acetic acid